FC(C(=O)O)(F)F.BrC1=CC(=C(C=C1)NN1C(C2=CN(C(C=C2CC1)=O)C)=O)F ((4-bromo-2-fluorophenyl)amino)-7-methyl-3,4-dihydro-2,7-naphthyridine-1,6(2H,7H)-dione trifluoroacetate salt